C(C)(C)(C)OC(=O)N1CC=2C(=NN3C2C(CC[C@](C3)(O)C#C)(F)F)CC1.BrCC1=CC(=CC=C1)OC1(CC=CC=C1)C |o1:17| 1-(bromomethyl)-3-(1-methylphenoxy)benzene (S*)-tert-butyl-8-ethynyl-11,11-difluoro-8-hydroxy-3,4,8,9,10,11-hexahydro-1H-pyrido[4',3':3,4]pyrazolo[1,5-a]azepine-2(7H)-carboxylate